ClC(F)NC(=O)C=1C=NN(C1)C (chlorofluoromethyl)-1-methylpyrazol-4-ylcarboxamide